C1(=CC=C(C=C1)N(C1=CC=C(C=C1)C1=CC=C(C=C1)C1=NC(=NC(=C1)C1=CC=CC=C1)C1=CC=CC=C1)C1=CC=C(C=C1)C1=CC=CC=C1)C1=CC=CC=C1 N,N-di([1,1'-biphenyl]-4-yl)-4'-(2,6-diphenylpyrimidin-4-yl)-[1,1'-biphenyl]-4-amine